sodium pyrrolidonesulfonate N1(C(CCC1)=O)S(=O)(=O)[O-].[Na+]